4-(3-fluoro-4-(1-(4-fluorophenyl)-5-(methylsulfonyl)-1H-pyrazole-3-carboxamido)phenoxy)-N-methylpicolinamide FC=1C=C(OC2=CC(=NC=C2)C(=O)NC)C=CC1NC(=O)C1=NN(C(=C1)S(=O)(=O)C)C1=CC=C(C=C1)F